3-(2,6-dichloro-benzyloxy)-5-(2-fluoro-phenyl)-pyridin-2-ylamine ClC1=C(COC=2C(=NC=C(C2)C2=C(C=CC=C2)F)N)C(=CC=C1)Cl